(3-(2-phenyl-6-(pyridin-2-yl)pyrimidin-4-yl)phenyl)boronic acid C1(=CC=CC=C1)C1=NC(=CC(=N1)C=1C=C(C=CC1)B(O)O)C1=NC=CC=C1